S(=O)(=O)(C1=CC=C(C)C=C1)N1C(=CC=C1)C=O 1-tosyl-1H-pyrrole-2-carbaldehyde